C[C@@]12C(CC[C@H]1[C@@H]1CCC3=CC(CC[C@]3(C)[C@H]1CC2)=O)=O Androstane-4-ene-3,17-dione